N-(3,5-dichloro-4-cyanophenyl)acetamide ClC=1C=C(C=C(C1C#N)Cl)NC(C)=O